COC1=CC=C(C=C1)C=1NC2=CC=CC=C2C(C1)=O 2-(4-methoxyphenyl)quinolin-4(1H)-one